(S)-(1-(4-(3-(8-fluoro-5-methyl-1-oxo-1,2-dihydroisoquinolin-3-yl)propionyl)Piperazin-1-yl)-1-oxopropan-2-yl)carbamic acid tert-butyl ester C(C)(C)(C)OC(N[C@H](C(=O)N1CCN(CC1)C(CCC=1NC(C2=C(C=CC(=C2C1)C)F)=O)=O)C)=O